ethyl 2-(6-bromo-7-fluoro-2H-indazol-2-yl)acetate BrC=1C=CC2=CN(N=C2C1F)CC(=O)OCC